pentafluorobromopropene FC(C(=C(Br)F)F)(F)F